1-heptyl-4-ethylpiperidinium methanesulfonate CS(=O)(=O)[O-].C(CCCCCC)[NH+]1CCC(CC1)CC